1-(Azetidin-1-yl)-2-(4-(8-chloro-7-((2-methyl-1H-benzo[d]imidazol-6-yl)oxy)quinoxalin-2-yl)-1H-pyrazol-1-yl)ethanone N1(CCC1)C(CN1N=CC(=C1)C1=NC2=C(C(=CC=C2N=C1)OC=1C=CC2=C(NC(=N2)C)C1)Cl)=O